3-methylene-7-ethyl-undecane ethyl-(1S,3S,5S)-5-(azidomethyl)-2-((9,9-difluoro-9H-fluorene-3-carbonyl)glycyl)-2-azabicyclo[3.1.0]hexane-3-carboxylate C(C)OC(=O)[C@H]1N([C@H]2C[C@]2(C1)CN=[N+]=[N-])C(CNC(=O)C=1C=CC=2C(C3=CC=CC=C3C2C1)(F)F)=O.C=C(CC)CCCC(CCCC)CC